ClC1=C(OC=2C=CC=3N(N2)C=NC(C3C3=C(C=CC=C3Cl)Cl)=O)C=CC(=C1)F 2-(2-chloro-4-fluorophenoxy)-5-(2,6-dichlorophenyl)-6H-pyrimido[1,6-b]pyridazin-6-one